2-amino-3-(((tert-butyldimethylsilyl)oxy)methyl)-7-fluoroquinoline-6-carboxylic acid NC1=NC2=CC(=C(C=C2C=C1CO[Si](C)(C)C(C)(C)C)C(=O)O)F